C1=CC(=CC=C1CO[C@@H](CN2C=CN=C2)C3=C(C=C(C=C3)Cl)Cl)Cl.[N+](=O)(O)[O-] The molecule is an organic nitrate salt prepared from equimolar amounts of (R)-econazole and nitric acid. It contains a (R)-econazole. It is an enantiomer of a (S)-econazole nitrate.